(dimethylamino)-2,2,6,6-tetramethylpiperidine CN(C)N1C(CCCC1(C)C)(C)C